Cl.Cl.FC1=C(C2=C(N(C=N2)CCC[C@H]2NCCC[C@@H]2O)C=C1)C (2R,3S)-2-(3-(5-fluoro-4-methyl-1H-benzo[d]imidazol-1-yl)propyl)piperidin-3-ol dihydrochloride